(+/-)-isopropyl (1S,3S)-3-((2-(acetoxymethyl)-6-(5-(hydroxymethyl)-1-methyl-1H-pyrazol-4-yl)pyridin-3-yl)oxy)cyclohexane-1-carboxylate C(C)(=O)OCC1=NC(=CC=C1O[C@@H]1C[C@H](CCC1)C(=O)OC(C)C)C=1C=NN(C1CO)C |r|